9,9-Spirobifluoren C1=CC=CC=2C3=CC=CC=C3C3(C12)C1=CC=CC=C1C=1C=CC=CC13